(3R,4R,5R,6R)-6-(aminomethyl)-3-(piperidin-1-yl)tetrahydro-2H-pyran-2,4,5-triol NC[C@@H]1[C@@H]([C@@H]([C@H](C(O1)O)N1CCCCC1)O)O